Cl.F[C@@H]1[C@@H](CNC1)NC=1C=2C=CC=NC2C(=CN1)C1=NC=C(C=C1)C(F)(F)F N-((3R,4S)-4-fluoropyrrolidin-3-yl)-8-(5-(trifluoromethyl)pyridin-2-yl)-1,6-naphthyridin-5-amine hydrochloride